triglycidyl triacrylate C(C=C)(=O)OCC1CO1.C(C=C)(=O)OCC1CO1.C(C=C)(=O)OCC1CO1